bis(2,4-dinitrophenyl)-4,4'-bipyridine [N+](=O)([O-])C1=C(C=CC(=C1)[N+](=O)[O-])C=1C(=NC=CC1C1=CC=NC=C1)C1=C(C=C(C=C1)[N+](=O)[O-])[N+](=O)[O-]